1-(4-Bromo-2-methyl-phenyl)-2-hydroxy-ethanone BrC1=CC(=C(C=C1)C(CO)=O)C